diammonium ((5'-methyl-4-pentyl-2'-(prop-1-en-2-yl)-[1,1'-biphenyl]-2,6-diyl)bis(oxy))bis(propane-2,2-diyl) bis(hydrogen phosphate) P(=O)(O)(OC(C)(C)OC1=CC(=CC(=C1C1=C(C=CC(=C1)C)C(=C)C)OC(C)(C)OP(=O)(O)[O-])CCCCC)[O-].[NH4+].[NH4+]